2-(methanesulfonamido)ethylammonium CS(=O)(=O)NCC[NH3+]